5-(4-amino-5-bromopyrrolo[2,1-f][1,2,4]triazin-7-yl)-N,N,4-trimethylpicolinamide NC1=NC=NN2C1=C(C=C2C=2C(=CC(=NC2)C(=O)N(C)C)C)Br